C(CCCCCCCCC(C)C)C1C(CCCC1C(=O)O)(C(=O)O)CCCCCCCCCC(C)C diisododecyl-cyclohexane-1,3-dicarboxylic acid